4-(2,2-diphenylvinyl)-N,N-diphenylaniline C1(=CC=CC=C1)C(=CC1=CC=C(N(C2=CC=CC=C2)C2=CC=CC=C2)C=C1)C1=CC=CC=C1